(2S,3R,7Z)-N-[4-fluoro-3-(trifluoromethyl)phenyl]-3-[2-methoxy-5-(2,2,2-trifluoro-1-hydroxyethyl)benzamido]-7-(2,2,2-trifluoroethylidene)bicyclo[2.2.1]heptane-2-carboxamide FC1=C(C=C(C=C1)NC(=O)[C@H]1C/2CCC([C@H]1NC(C1=C(C=CC(=C1)C(C(F)(F)F)O)OC)=O)\C2=C/C(F)(F)F)C(F)(F)F